Diphenylmethyl-Acetoxysilane C1(=CC=CC=C1)C(C1=CC=CC=C1)[SiH2]OC(C)=O